N-((7-(5-(difluoromethyl)-1,3,4-oxadiazol-2-yl)imidazo[1,2-a]pyridin-2-yl)methyl)-N-phenyl-4-(2,2,2-trifluoroacetyl)piperazine-1-sulfonamide FC(C1=NN=C(O1)C1=CC=2N(C=C1)C=C(N2)CN(S(=O)(=O)N2CCN(CC2)C(C(F)(F)F)=O)C2=CC=CC=C2)F